(5S)-5-(3,5-difluorophenyl)-2-{trans-3-[(4-methyl-1,3-thiazol-2-yl)oxy]cyclobutyl}-2,5,6,7-tetrahydro-3H-pyrrolo[2,1-c][1,2,4]triazol-3-one FC=1C=C(C=C(C1)F)[C@@H]1CCC2=NN(C(N21)=O)[C@@H]2C[C@H](C2)OC=2SC=C(N2)C